10-aminodecanoic acid NCCCCCCCCCC(=O)O